CSC=1C=C(C=CC1C1=C(C(=C(C2=CC=CC=C12)O)\N=N\[H])S(=O)(=O)O)C1=CC(=C(C=C1)C1=C(C(=C(C2=CC=CC=C12)O)\N=N\[H])S(=O)(=O)O)SC 1,1'-(3,3'-dimethylthio[1,1'-biphenyl]-4,4'-diyl)bis{4-hydroxy-3-[(E)-diazenyl]naphthalene-2-sulfonic acid}